OCCC1CCN(CC1)C1=NC=CC(=C1)C1C(NC(CC1)=O)=O 3-(2-(4-(2-hydroxyethyl)piperidin-1-yl)pyridin-4-yl)piperidine-2,6-dione